4-iodo-dibenzo[b,d]selenophene IC1=CC=CC2=C1[Se]C1=C2C=CC=C1